quinazolin-4,6-diamine N1=CN=C(C2=CC(=CC=C12)N)N